C(C)OC(C(C)NC(=O)C1CN(C1)S(=O)(=O)C1=C(C=CC=C1)C)=O 2-(1-(2-methylbenzenesulfonyl)azetidine-3-carboxamido)propionic acid ethyl ester